C(N)(OCC(NC(COC1=CC=C(C=C1)N(CCCl)CCCl)=O)C(C)(C)C)=O (tert-butyl 2-(2-(4-(bis(2-chloroethyl) amino) phenoxy) acetamido) ethyl) carbamate